[Si](C1=CC=CC=C1)(C1=CC=CC=C1)(C(C)(C)C)OCC12CCCN2CC(C1)C=C(F)F 7a-{[(tert-butyldiphenylsilyl)oxy]methyl}-2-(2,2-difluoroethenyl)-hexahydropyrrolizine